C1(CC1)C(N)C1=CC(=C(C=C1)F)C(F)(F)F cyclopropyl(4-fluoro-3-(trifluoromethyl)phenyl)methanamine